BrC=1C=C(C=NC1)CNC1=C(C=C(C(=O)OC)C=C1[N+](=O)[O-])OC methyl 4-(((5-bromopyridin-3-yl)methyl)amino)-3-methoxy-5-nitrobenzoate